benzo[b]carbazol C1=C2C=3C=C4C(=CC3NC2=CC=C1)C=CC=C4